pyran-4-yl (5-(2-fluoro-5-((4-oxo-3,4-dihydrophthalazin-1-yl)methyl)phenyl)-1H-benzoimidazol-2-yl)carbamate FC1=C(C=C(C=C1)CC1=NNC(C2=CC=CC=C12)=O)C1=CC2=C(NC(=N2)NC(OC2=CCOC=C2)=O)C=C1